C(C)OC(=O)C1=C(OC2=C1C(=C(C=C2)OCC2=CC=CC=C2)C#N)C 5-(benzyloxy)-4-cyano-2-methylbenzofuran-3-carboxylic acid ethyl ester